1-t-butyl 2-methyl (2S,4R)-4-hydroxypyrrolidine-1,2-dicarboxylate O[C@@H]1C[C@H](N(C1)C(=O)OC(C)(C)C)C(=O)OC